1-cyclopropyl-3-(7-(methylamino)-5-((7-(trifluoromethyl)-2,3-dihydrobenzo[b][1,4]dioxin-5-yl)amino)pyrazolo[1,5-a]pyrimidin-3-yl)urea C1(CC1)NC(=O)NC=1C=NN2C1N=C(C=C2NC)NC2=CC(=CC=1OCCOC12)C(F)(F)F